{3-[(4Z)-6-fluoro-4-(hydroxyimino)-3,4-dihydrospiro[1-benzopyran-2,3'-piperidine]-1'-yl]phenyl}methyl formate C(=O)OCC1=CC(=CC=C1)N1CC2(CCC1)OC1=C(\C(\C2)=N/O)C=C(C=C1)F